3-Methoxy-N1-(2-Methylpyridin-3-yl)-5-(trifluoromethyl)benzene-1,2-diamine COC1=C(C(=CC(=C1)C(F)(F)F)NC=1C(=NC=CC1)C)N